ClC=1C2=CN3C(=C2C=CC1Cl)C(N(CC3)C(=O)C3=NC=C(C=N3)OC)C (7,8-dichloro-1-methyl-3,4-dihydropyrazino[2,1-a]isoindol-2(1H)-yl)(5-methoxypyrimidin-2-yl)methanone